FC(CN1C=NC2=C1C=C(C=C2F)C=2C(=CN1N=C(N=C(C12)OC)N[C@@H]1[C@H](CN(CC1)C1(COC1)[2H])F)F)F 5-(1-(2,2-difluoroethyl)-4-fluoro-1H-benzo[d]imidazol-6-yl)-6-fluoro-N-((3S,4S)-3-fluoro-1-(oxetan-3-yl-3-d)piperidin-4-yl)-4-methoxypyrrolo[2,1-f][1,2,4]triazin-2-amine